P(O[Si](C)(C)C)(O[Si](C)(C)C)OC di(trimethylsilyl) methyl phosphite